4-(1-(1-(2,2,2-Trifluoroethyl)-1H-pyrazol-3-yl)ethyl)pyridine FC(CN1N=C(C=C1)C(C)C1=CC=NC=C1)(F)F